O=S1(N(CC(N1)=O)C1=C(C=C(CNC2CCC(CC2)C(=O)NC)C=C1O)F)=O (1r,4r)-4-((4-(1,1-dioxido-4-oxo-1,2,5-thiadiazolidin-2-yl)-3-fluoro-5-hydroxybenzyl)amino)-N-methylcyclohexane-1-carboxamide